OC1=C(C(OC2=C1C=CC=1N(C=3C=CC=CC3C21)C)=O)C(C(F)(F)F)=O 4-hydroxy-7-methyl-3-(2,2,2-trifluoroethane-1-on-1-yl)-2H,7H-pyrano[5,6-c]carbazol-2-one